(2'S,4r)-2-bromo-2'-methyl-spiro[6,7-dihydrothieno[3,2-c]pyran-4,4'-piperidine]-1'-carboxylic acid tert-butyl ester C(C)(C)(C)OC(=O)N1[C@H](C[C@@]2(CC1)OCCC1=C2C=C(S1)Br)C